N-(3-(difluoromethyl)-5-fluorophenyl)-7-methoxy-2-(tetrahydro-2H-pyran-4-yl)imidazo[1,2-a]pyridine-6-carboxamide FC(C=1C=C(C=C(C1)F)NC(=O)C=1C(=CC=2N(C1)C=C(N2)C2CCOCC2)OC)F